2-(cyanomethyl)butyl methanesulfonate CS(=O)(=O)OCC(CC)CC#N